OC[C@H]1N(C[C@@H](O[C@H]1C)C)C(=O)OC(C)(C)C tert-Butyl (2S,3R,6S)-3-(hydroxymethyl)-2,6-dimethylmorpholine-4-carboxylate